6-cyclopropyl-2-((1,3-dioxoisoindolin-2-yl)methyl)-N,N-dimethylimidazo[1,2-a]pyridine-8-sulfonamide C1(CC1)C=1C=C(C=2N(C1)C=C(N2)CN2C(C1=CC=CC=C1C2=O)=O)S(=O)(=O)N(C)C